3-[7-(6-hydroxyhexyl)-2-oxo-1,3-benzoxazol-3-yl]piperidine-2,6-dione methyl-6-[4-[acetyl(cyclopropylmethyl)amino]-3-cyano-phenyl]pyridine-3-carboxylate COC(=O)C=1C=NC(=CC1)C1=CC(=C(C=C1)N(CC1CC1)C(C)=O)C#N.OCCCCCCC1=CC=CC=2N(C(OC21)=O)C2C(NC(CC2)=O)=O